8-fluoroguanosine FC=1N([C@H]2[C@H](O)[C@H](O)[C@@H](CO)O2)C=2N=C(NC(C2N1)=O)N